bis(dibenzofuranyl)triazine C1(=CC=CC=2OC3=C(C21)C=CC=C3)C3=CC(=NN=N3)C3=CC=CC=2OC1=C(C23)C=CC=C1